5-t-Butyldimethylsilyloxy-pyridin-3-yl-N-(1-(5-fluoro-2-(4-methoxybenzyloxy)-phenyl)ethyl)imidazo[1,2-b]pyridazin-6-amine [Si](C)(C)(C(C)(C)C)OC=1C=C(C=NC1)C=1N=C2N(N=C(C=C2)NC(C)C2=C(C=CC(=C2)F)OCC2=CC=C(C=C2)OC)C1